FC(C(CNC(=O)C1=NC=C(C=C1N)C(F)(F)F)(C)O)(F)F 3-Amino-5-trifluoromethyl-pyridine-2-carboxylic acid (3,3,3-trifluoro-2-hydroxy-2-methyl-propyl)-amide